4-methyl-1,2,4-oxathiazolidine-2,2-dioxide CN1CS(OC1)(=O)=O